N-(3-(6-(4-(3-(2-(dimethylamino)ethyl)ureido)-2-fluorophenyl)-1H-benzo[d]imidazol-1-yl)phenyl)methanesulfonamide CN(CCNC(NC1=CC(=C(C=C1)C=1C=CC2=C(N(C=N2)C=2C=C(C=CC2)NS(=O)(=O)C)C1)F)=O)C